BrC=1C=C2C(=NC1)N(C(=C2CC)F)S(=O)(=O)C2=CC=C(C)C=C2 5-bromo-3-Ethyl-2-fluoro-1-tosyl-1H-pyrrolo[2,3-b]pyridine